C(C1=CC=CC=C1)OC1=C(OC(=CC1=O)CP(=O)(OC)OC)C(=O)OC methyl 3-(benzyloxy)-6-((dimethoxyphosphoryl)methyl)-4-oxo-4H-pyran-2-carboxylate